BrC=1C=C(C=C(C1)C(F)(F)F)NC(C(=O)C1=C(C=C(C=C1F)OC1=NC=NC2=CC(=C(C=C12)OC)OC)F)=O (3-bromo-5-(trifluoromethyl)phenyl)-2-(4-((6,7-dimethoxyquinazolin-4-yl)oxy)-2,6-difluorophenyl)-2-oxoacetamide